C(C1=CC=CC=C1)(=O)NCCNC=1C(=NON1)C(=NO)NC1=CC(=C(C=C1)F)Br 4-((2-benzoylaminoethyl)amino)-N-(3-bromo-4-fluorophenyl)-N'-hydroxy-1,2,5-oxadiazole-3-carboxamidine